Ethyl 2-(4-(bis(4-methoxybenzyl) amino)-6-bromopyridin-2-yl)-2,2-difluoroacetate COC1=CC=C(CN(C2=CC(=NC(=C2)Br)C(C(=O)OCC)(F)F)CC2=CC=C(C=C2)OC)C=C1